(S)-3-(3-cyano-4-fluorophenyl)-1-ethyl-1-(9-fluoro-6-oxo-1,4,5,6-tetrahydro-2H-pyrano[3,4-c]isoquinolin-1-yl)urea C(#N)C=1C=C(C=CC1F)NC(N([C@@H]1COCC=2NC(C=3C=CC(=CC3C21)F)=O)CC)=O